1-(2-fluoro-4-hydroxyphenyl)-3-(1-isopropyl-1H-pyrazol-4-yl)urea FC1=C(C=CC(=C1)O)NC(=O)NC=1C=NN(C1)C(C)C